tert-butyl ((1r,4r)-4-((2-(2,6-dioxopiperidin-3-yl)-1-oxoisoindolin-4-yl)(3-(tetrahydrofuran-2-yl)propyl)amino)cyclohexyl)carbamate O=C1NC(CCC1N1C(C2=CC=CC(=C2C1)N(C1CCC(CC1)NC(OC(C)(C)C)=O)CCCC1OCCC1)=O)=O